FC=1C=CC(=C2C=C(N(C12)CCNC1=NC=NC(=C1)C1=CC=C(C=C1)C1=NC(=NO1)C)C)OC [2-(7-Fluoro-4-methoxy-2-methyl-indol-1-yl)-ethyl]-{6-[4-(3-methyl-[1,2,4]oxadiazol-5-yl)-phenyl]-pyrimidin-4-yl}-amine